(3-chloropyrazin-2-yl)-2,2,2-trifluoroacetohydrazide ClC=1C(=NC=CN1)N(N)C(C(F)(F)F)=O